(R)-N-(1-hydroxy-2,2-dimethyl-6-morpholino-2,3-dihydro-1H-inden-5-yl)pyrazolo[1,5-a]pyrimidine-3-carboxamide O[C@@H]1C(CC2=CC(=C(C=C12)N1CCOCC1)NC(=O)C=1C=NN2C1N=CC=C2)(C)C